FC=1C=C2C[C@@H](OCC2=CC1F)[C@]1(CN(CC1)C(C)(C)C=1C=CC(=NC1)C)CCC=1SC(=CC1)F |o1:12| 5-(2-((R or S)-3-((R)-6,7-difluoroisochroman-3-yl)-3-(2-(5-fluorothiophen-2-yl)ethyl)pyrrolidin-1-yl)propan-2-yl)-2-methylpyridine